2-chloro-N-[(furan-2-yl)methyl]-7-methylthiothieno[3,2-d]pyrimidin-4-amine ClC=1N=C(C2=C(N1)C(=CS2)SC)NCC=2OC=CC2